(1R,4R)-4-(((2S,4R)-2-methyl-1-propionyl-1,2,3,4-tetrahydroquinolin-4-yl)amino)-N-(prop-2-yn-1-yl)cyclohexane-1-carboxamide C[C@@H]1N(C2=CC=CC=C2[C@@H](C1)NC1CCC(CC1)C(=O)NCC#C)C(CC)=O